Formaldehyde HCl Hydrogen chloride Cl.Cl.C=O